N-{8-fluoro-2-methylimidazo[1,2-a]pyridin-6-yl}-2-methyl-4-{1H,4H,6H,7H-pyrrolo[3,2-c]pyridin-5-yl}indazole-7-carboxamide FC=1C=2N(C=C(C1)NC(=O)C1=CC=C(C3=CN(N=C13)C)N1CC3=C(CC1)NC=C3)C=C(N2)C